ClC1=C(C(=O)O)C=C(C(=C1)F)N1C(N2N(CCCC2)C1=O)=O 2-Chloro-4-fluoro-5-(1,3-dioxotetrahydro-1H-[1,2,4]triazolo[1,2-a]pyridazin-2(3H)-yl)benzoic acid